1-(3-(piperazin-1-yl)-1-(4-(trifluoromethoxy)phenyl)-1H-pyrazolo[3,4-b]pyridin-4-yl)ethane-1,2-diol N1(CCNCC1)C1=NN(C2=NC=CC(=C21)C(CO)O)C2=CC=C(C=C2)OC(F)(F)F